phenyl benzo[d][1,3]dioxol-5-ylcarbamate O1COC2=C1C=CC(=C2)NC(OC2=CC=CC=C2)=O